ethyl 3-(2-thienyl)-3-aminoacrylate S1C(=CC=C1)C(=CC(=O)OCC)N